[N+](=O)([O-])C1=CC=C(OP(=O)(OCC(=O)OCCCCCCCC)N[C@@H](CC2=CC=CC=C2)C(=O)OCCCCCCCC)C=C1 octyl ((4-nitrophenoxy)(2-(octyloxy)-2-oxoethoxy)phosphoryl)-L-phenylalaninate